3-[4-(4-Aminopiperidin-1-yl)-3-(3-fluoro-5-methylphenyl)chinolin-6-yl]-5-chloropyridin-4-amin NC1CCN(CC1)C1=C(C=NC2=CC=C(C=C12)C=1C=NC=C(C1N)Cl)C1=CC(=CC(=C1)C)F